COC=1C=C(C=C(C1)OC)N1C(C(C=2C=C(N=CC2C1)NC(OC(C)(C)C)=O)(C)C)=O tert-butyl [7-(3,5-dimethoxyphenyl)-5,5-dimethyl-6-oxo-5,6,7,8-tetrahydro-2,7-naphthyridin-3-yl]carbamate